4-bromo-6-chloronicotinic acid methyl ester COC(C1=CN=C(C=C1Br)Cl)=O